4-(2-Amino-2-methylpropanoyl)-N-{1-[4-({6-amino-3-azabicyclo[4.1.0]heptan-3-yl}methyl)phenyl]-2-oxo-1,2-dihydropyrimidin-4-yl}piperazine-1-carboxamide Hydrochloride Salt Cl.NC(C(=O)N1CCN(CC1)C(=O)NC1=NC(N(C=C1)C1=CC=C(C=C1)CN1CC2CC2(CC1)N)=O)(C)C